C1CCCC=2C(=CC=CC12)C(=O)N tetralin-5-carboxamide